{N-(2-(2,6-dioxo(3-piperidyl))-1,3-dioxoisoindolin-4-yl)carbamoyl}methyl acetate C(C)(=O)OCC(NC1=C2C(N(C(C2=CC=C1)=O)C1C(NC(CC1)=O)=O)=O)=O